O=C1NC(CCC1N1CC2=CC=CC(=C2C1)NCC1=NC=C(C=C1)CCCCCCCCCO)=O 2-(2,6-dioxopiperidin-3-yl)-4-(((5-(9-hydroxynonyl)pyridin-2-yl)methyl)amino)isoindoline